methyl-N-(2-methyl-4-nitrophenyl)piperidin-4-amine CN1CCC(CC1)NC1=C(C=C(C=C1)[N+](=O)[O-])C